C(C)(C)(C)OC(=O)N1CCN(CC1)C1=NC=C(C=C1)C=1C=2N(C=C(C1)OC(F)F)N=CC2C#N 4-(5-(3-Cyano-6-(difluoromethoxy)pyrazolo[1,5-a]pyridin-4-yl)pyridin-2-yl)piperazine-1-carboxylic acid tert-butyl ester